CC(C)OCC1=NC=CC=N1 (2-propoxymethyl)pyrimidin